CC(C#N)CCCCCCCC 2-methyl-decanenitrile